FC(C1=CC=C(C=C1)C1=CC=C(S1)[C@H]1[C@@H](C1)N)(F)F trans-2-(5-(4-trifluoromethylphenyl)thiophen-2-yl)cyclopropaneAmine